[Cl-].[Cl-].CC=1C(=C(C(=C2C(=C(C(C12)[Zr+2][Si](C)(C)C1C=CC=C1)C)C)C1=CC=C(C=C1)C(C)(C)C)C)C tetramethyl-cyclopentadienyl-dimethylsilyl-2-methyl-4-(4-tert-butylphenyl)indenyl-zirconium dichloride